1,2-di-(13Z-octadecenoyl)-sn-glycero-3-phosphocholine CCCC/C=C\CCCCCCCCCCCC(=O)OC[C@H](COP(=O)([O-])OCC[N+](C)(C)C)OC(=O)CCCCCCCCCCC/C=C\CCCC